1,1,1,3,3-pentafluoro-3-methoxy-2-(trifluoromethyl)propane benzyl-10-(2-((tert-butyldimethylsilyl)oxy)ethyl)-2,2,3,3-tetramethyl-9-oxo-4-oxa-7,10-diaza-3-silatridecan-13-oate C(C1=CC=CC=C1)OC(CCN(C(CNCCO[Si](C(C)(C)C)(C)C)=O)CCO[Si](C)(C)C(C)(C)C)=O.FC(C(C(OC)(F)F)C(F)(F)F)(F)F